FC(C1=CC(=NN1C)C(=O)O\N=C(/N)\C1(CC1)C1=NC=CC=C1)F (Z)-N'-((5-(difluoromethyl)-1-methyl-1H-pyrazole-3-carbonyl)oxy)-1-(pyridin-2-yl)cyclopropane-1-carboximidamide